benzyl 3-((tert-butoxycarbonyl)amino)-3-(cyclopropoxymethyl)piperidine-1-carboxylate C(C)(C)(C)OC(=O)NC1(CN(CCC1)C(=O)OCC1=CC=CC=C1)COC1CC1